2-({6-methylimidazo[1,2-a]pyridin-2-yl}methyl)-5-(pyridin-3-yl)-1,2-dihydro-2,7-naphthyridin-1-one CC=1C=CC=2N(C1)C=C(N2)CN2C(C1=CN=CC(=C1C=C2)C=2C=NC=CC2)=O